C(C)(C)(C)O[Na] t-butoxysodium